FC1=CNC2=CC(=CC=C12)NC1=NC=C(C=C1C)CCC1=NN(C=C1)C 3-fluoro-N-(3-methyl-5-(2-(1-methyl-1H-pyrazol-3-yl)ethyl)pyridin-2-yl)-1H-indol-6-amine